NC1=C(SC=2N=C(N=C(C21)C)C)C(=O)NC2CC=1C=CC(=NC1CC2)N2CCNCC2 5-amino-2,4-dimethyl-N-[2-(piperazin-1-yl)-5,6,7,8-tetrahydroquinolin-6-yl]thieno[2,3-d]pyrimidine-6-carboxamide